CC1=NC(=CC(=N1)OCCNC(=O)[C@H]1N(CCOC1)C(=O)OC(C)(C)C)NC=1SC(=CN1)C1=CC=CC=C1 tert-butyl (3S)-3-[2-[2-methyl-6-[(5-phenylthiazol-2-yl)amino]pyrimidin-4-yl]oxy ethyl carbamoyl]morpholine-4-carboxylate